5-((S)-(1-benzyl-1H-indol-3-yl)fluoromethyl)pyrrolidin-2-one C(C1=CC=CC=C1)N1C=C(C2=CC=CC=C12)[C@@H](C1CCC(N1)=O)F